N-((3R,4R)-4-((R)-6-(2,6-dichloro-3,5-dimethoxyphenyl)-4,5,6,7-tetrahydro-1H-indazol-3-yl)tetrahydrofuran-3-yl)acrylamide ClC1=C(C(=C(C=C1OC)OC)Cl)[C@@H]1CCC=2C(=NNC2C1)[C@H]1[C@H](COC1)NC(C=C)=O